(4-methyl-5,6-dihydropyridazin-1(4H)-yl)(phenyl)methanone CC1C=NN(CC1)C(=O)C1=CC=CC=C1